8-(4-cyano-2-fluorophenyl)-N-(oxetan-3-yl)-6,9-dioxo-5-(4-(trifluoro-methyl)benzyl)-5,8-diazaspiro[3.5]nonane-2-carboxamide C(#N)C1=CC(=C(C=C1)N1CC(N(C2(CC(C2)C(=O)NC2COC2)C1=O)CC1=CC=C(C=C1)C(F)(F)F)=O)F